C(#C)C=1C(NC(N([C@H]2[C@H](O)[C@H](O)[C@@H](CO)O2)C1)=O)=O 5-ethynyl-uridine